Cl.NC(C(C(=O)N)O)C(C)C 3-amino-2-hydroxy-4-methylpentanamide hydrochloride Salt